{3-[3-methyl-1-(oxan-2-yl)-1H-pyrazol-5-yl]-5-[(3R)-3-methylmorpholin-4-yl]-[1,2]thiazolo[4,5-b]pyridin-7-yl}cyclopentane-1-carbonitrile CC1=NN(C(=C1)C1=NSC=2C1=NC(=CC2C2(CCCC2)C#N)N2[C@@H](COCC2)C)C2OCCCC2